C(C)[Si](OC(C)C)(C)CC di(ethyl)methyl-isopropoxysilane